O=C([C@H](C[C@H]1C(NCC1)=O)NC(=O)[C@H]1N(CC2(CC2)C1)C(COC1=CC=C(C=C1)OC(F)(F)F)=O)COC(F)(F)F (S)-N-((S)-3-oxo-1-((S)-2-oxopyrrolidin-3-yl)-4-(trifluoromethoxy)butan-2-yl)-5-(2-(4-(trifluoromethoxy)phenoxy)acetyl)-5-azaspiro[2.4]heptane-6-carboxamide